(E)-3,7,11-Trimethyl-6,10-dodecadienal CC(CC=O)CC\C=C(\CCC=C(C)C)/C